COC=1C=C(CP(OCC)(OCC)=O)C=C(C1)OCC=C(C)C diethyl (3-methoxy-5-((3-methylbut-2-en-1-yl)oxy)benzyl)phosphonate